CC1(OC2=CC=C(C=C2C=C1)/C=C/C(=O)N1CCN(CC1)S(=O)(=O)C1=C2C=CN=CC2=CC=C1)C (E)-3-(2,2-dimethyl-2H-chromen-6-yl)-1-[4-(isoquinolin-5-ylsulfonyl)piperazin-1-yl]prop-2-en-1-one